lithium tricyanate [O-]C#N.[O-]C#N.[O-]C#N.[Li+].[Li+].[Li+]